1-(1Z-eicosenyl)-2-(6Z,9Z,12Z-octadecatrienoyl)-glycero-3-phosphoserine CCCCCCCCCCCCCCCCCC/C=C\OC[C@H](COP(=O)(O)OC[C@@H](C(=O)O)N)OC(=O)CCCC/C=C\C/C=C\C/C=C\CCCCC